C1(CC1)NC1=C2C(=NC(=C1)NC1=CC=C(C=3OCCOC31)C(=O)N3CCOCC3)NC=C2C#N 4-(cyclopropylamino)-6-((8-(morpholine-4-carbonyl)-2,3-dihydrobenzo[b][1,4]dioxin-5-yl)amino)-1H-pyrrolo[2,3-b]pyridine-3-carbonitrile